C(C)(C)(C)OC(=O)NC(CCC(=O)N[C@@]1(N(C=CN1)C)C(=O)[O-])NC(=O)OCC1C2=CC=CC=C2C=2C=CC=CC12 (2R)-2-[(tert-butoxycarbonyl)amino-4-{[(9H-fluoren-9-ylmethoxy)carbonyl]amino}butanamido]-1-methylimidazole-2-carboxylate